(3-(2-(cis-3-cyanocyclobutoxy)thiazol-4-yl)bicyclo[1.1.1]Pent-1-yl)carbamic acid tert-butyl ester C(C)(C)(C)OC(NC12CC(C1)(C2)C=2N=C(SC2)O[C@@H]2C[C@@H](C2)C#N)=O